N,N-diallyl-p-toluidine C(C=C)N(C1=CC=C(C=C1)C)CC=C